2,6-bis[(4s)-(-)-isopropyl-2-oxazolin-2-yl]Pyridine CC(C)[C@H]1COC(=N1)C2=NC(=CC=C2)C3=N[C@H](CO3)C(C)C